3-(4-Fluorophenyl)-1-methyl-2,4-dioxo-1,2,3,4-tetrahydropyrimidine-5-carboxylic acid ethyl ester C(C)OC(=O)C=1C(N(C(N(C1)C)=O)C1=CC=C(C=C1)F)=O